3,3,5-trimethyl-5-isocyanato-methylcyclohexane CC1(CC(CC(C1)(N=C=O)C)C)C